tert-butyl 8-methyl-4-(2-methylsulfanyl-7-oxo-8-tetrahydropyran-4-yl-pyrido[2,3-d]pyrimidin-6-yl)-2,3-dihydroquinoxaline-1-carboxylate CC=1C=CC=C2N(CCN(C12)C(=O)OC(C)(C)C)C1=CC2=C(N=C(N=C2)SC)N(C1=O)C1CCOCC1